(6-methoxy-1H-pyrrolo[3,2-b]pyridin-2-yl)(4-(2-(trifluoromethyl)phenyl)piperidin-1-yl)methanone COC=1C=C2C(=NC1)C=C(N2)C(=O)N2CCC(CC2)C2=C(C=CC=C2)C(F)(F)F